NC1=NC=CC=C1C1=NC=2C(=NC=C(C2)C2=CC=CC=C2)N1C1=CC=C(CN2CCC(CC2)OC2=C(C#N)C=CC=N2)C=C1 2-((1-(4-(2-(2-Aminopyridin-3-yl)-6-phenyl-3H-imidazo[4,5-b]pyridin-3-yl)benzyl)piperidin-4-yl)oxy)nicotinonitrile